5-bromo-6-methoxy-2-((2-(trimethylsilyl)ethoxy)methyl)-2H-indazole BrC1=CC2=CN(N=C2C=C1OC)COCC[Si](C)(C)C